C(C)(=O)OCCCCCC\C=C/CCCC (Z)-7-dodecenyl acetate